((tert-butoxycarbonyl)amino)-5-(2,3-dichlorophenyl)pyrazine-2-carboxylic acid methyl ester COC(=O)C1=NC=C(N=C1NC(=O)OC(C)(C)C)C1=C(C(=CC=C1)Cl)Cl